methyl(methylimino)(piperidin-3-ylmethyl)-λ6-sulfanone CS(=O)(CC1CNCCC1)=NC